C[C@@H]1O[C@@H](CN(C1)C1=C(C=C(C(=O)N[C@H]2CN(CC2)C(=O)OC(C)(C)C)C=C1)F)C tert-butyl (R)-3-(4-((cis)-2,6-dimethylmorpholino)-3-fluorobenzamido)pyrrolidine-1-carboxylate